L-valyl-L-Tyrosine N[C@@H](C(C)C)C(=O)N[C@@H](CC1=CC=C(C=C1)O)C(=O)O